BrC=1C=CC2=C(N(C=N2)CCCOC)C1 6-bromo-1-(3-methoxypropyl)-1H-benzo[d]imidazole